6-{[(3Z)-oxolan-3-ylidene]methyl}-4-{[(3S)-piperidin-3-yl]amino}pyrido[3,2-d]pyrimidine-8-carboxamide O1C\C(\CC1)=C/C=1C=C(C=2N=CN=C(C2N1)N[C@@H]1CNCCC1)C(=O)N